3-(dimethylamino)-1-(4-fluorophenyl)-1-propanone hydrochloride Cl.CN(CCC(=O)C1=CC=C(C=C1)F)C